C(=O)(OC(C)(C)C)NCCBr 2-(Boc-amino)ethyl bromid